C(=O)O.NC1CCC(CC1)NC1=NC2=C(C=C(C=C2C=N1)C1=C(C=C(C=C1)NS(=O)(=O)C1=C(C=CC(=C1)Cl)Cl)C)CC N-(4-(2-(((1r,4r)-4-aminocyclohexyl)amino)-8-ethylquinazolin-6-yl)-3-methylphenyl)-2,5-dichlorobenzenesulfonamide, formate salt